(R)-N-((S)-1-(6-chloro-5-fluoropyridin-3-yl)but-3-en-1-yl)-2-methylpropane-2-sulfinamide ClC1=C(C=C(C=N1)[C@H](CC=C)N[S@](=O)C(C)(C)C)F